COC(C[C@H](CCCCCCC1=NC=2NCCCC2C=C1CNC(=O)CCCCCCC(=O)O)C=1C=NC(=NC1)C)=O 7-[([2-[(7S)-9-methoxy-7-(2-methylpyrimidin-5-yl)-9-oxononyl]-5,6,7,8-tetrahydro-1,8-naphthyridin-3-yl]methyl)carbamoyl]heptanoic acid